N,N'-m-phenylenebiscitraconimide C1(=CC(=CC=C1)N1C(C(C)=CC1=O)=O)N1C(C(C)=CC1=O)=O